ClC=1C=C(C=2N(N1)C=CN2)[C@@H]2[C@H](C2)C2=CC=C1C3(C(N(C1=C2)CC(F)(F)F)=O)CCC3 6'-((1S,2S)-2-(6-chloroimidazo[1,2-b]pyridazin-8-yl)cyclopropyl)-1'-(2,2,2-trifluoroethyl)spiro[cyclobutane-1,3'-indolin]-2'-one